FC1=C(C=C(C(=C1)F)C1=C(C=CC=C1)OCCO)NS(=O)(=O)C1=CC(=CN(C1=O)C)C(=O)OC methyl 5-[[2,4-difluoro-5-[2-(2-hydroxyethoxy)phenyl]phenyl]sulfamoyl]-1-methyl-6-oxo-pyridine-3-carboxylate